(S)-2-(azetidin-1-ylmethyl)-N-((R)-2,2-difluoro-1-(3-fluorophenyl)ethyl)-3-methylbutanamide N1(CCC1)C[C@@H](C(=O)N[C@@H](C(F)F)C1=CC(=CC=C1)F)C(C)C